COC1=CC=C(CN2C(C3=NC=C(C4=CC=CC2=C34)N3C(=C(C=C3)C(=O)NC3=CC(=NC=C3)C(F)(F)F)C(F)(F)F)=C=O)C=C1 1-(1-(4-methoxybenzyl)-2-carbonyl-1,2-dihydropyrrolo[2,3,4-ij]isoquinolin-5-yl)-2-trifluoromethyl-N-(2-trifluoromethylpyridin-4-yl)-1H-pyrrole-3-carboxamide